N-[5-(2,6-difluoro-4-methoxyphenyl)-2-[6-(hydroxymethyl)pyridin-2-yl]-1-methyl-3-oxo-2,3-dihydro-1H-pyrazol-4-yl]-4-(difluoromethoxy)benzamide FC1=C(C(=CC(=C1)OC)F)C1=C(C(N(N1C)C1=NC(=CC=C1)CO)=O)NC(C1=CC=C(C=C1)OC(F)F)=O